C1CC=CC=2NC3=CC=CC=C3C(C12)=O dihydro-acridone